(S)-2-((6-bromoquinazolin-4-yl)amino)-1-(4-methylpiperazin-1-yl)propan-1-one BrC=1C=C2C(=NC=NC2=CC1)N[C@H](C(=O)N1CCN(CC1)C)C